FC=1C(=C(C=C(C1)F)C1CCN(CC1)[C@@H]1COC2(CN(C2)C=2OC=NN2)C1)O[C@H]1COCC1 (S)-7-(4-(3,5-difluoro-2-(((R)-tetrahydrofuran-3-yl)oxy)phenyl)piperidin-1-yl)-2-(1,3,4-oxadiazol-2-yl)-5-oxa-2-azaspiro[3.4]octane